C12(CC3CC(CC(C1)C3)C2)CN(C)CC2=CC(=C(C(=O)NO)C=C2)OC 4-(((adamantan-1-ylmethyl)(methyl)amino)methyl)-N-hydroxy-2-methoxybenzamide